N1=CC=CC2=CC=CC(=C12)N1C(C2=CC=CC=C2C1=O)=O 2-(quinolin-8-yl)isoindoline-1,3-dione